FC1=CC=C(C=C1)C1OCCN2C1=CN=C2 8-(4-fluorophenyl)-5,6-dihydro-8H-imidazo[5,1-c][1,4]oxazine